COC1=C(C=C(C(=C1)N1CCC(CC1)N1CCN(CC1)C)C=1C=NN(C1)C)NC=1N=C(C2=C(N1)NC=C2)NC=2C(=C1N=CC=NC1=CC2)P(C)(C)=O (6-((2-((2-methoxy-5-(1-methyl-1H-pyrazol-4-yl)-4-(4-(4-methylpiperazin-1-yl)piperidin-1-yl)phenyl)amino)-7H-pyrrolo[2,3-d]pyrimidin-4-yl)amino)quinoxalin-5-yl)dimethylphosphine oxide